N-propyl-4-aminoaniline C(CC)NC1=CC=C(C=C1)N